C(CCCCCCCCCCC)C(C(=O)O)CC(=O)O.[Na] sodium lauryl-succinic acid